7-bromo-4-ethyl-2H-benzo[b][1,4]oxazin-3(4H)-one BrC=1C=CC2=C(OCC(N2CC)=O)C1